3-[4-(2-bromoethoxy)phenyl]-3-(propane-2-sulfonyl)oxetane BrCCOC1=CC=C(C=C1)C1(COC1)S(=O)(=O)C(C)C